bis(2-butyloctyl) 10-((1-methylpiperidin-4-yl)amino)nonadecanedioate CN1CCC(CC1)NC(CCCCCCCCC(=O)OCC(CCCCCC)CCCC)CCCCCCCCC(=O)OCC(CCCCCC)CCCC